C(C)(C)[C@H]1CO[C@@]23CC[C@H](C[C@H]3CCC(N21)=O)NCC2=CC=C(C=C2)C(F)(F)F (3S,7aR,9R,11aR)-3-isopropyl-9-[[4-(trifluoromethyl)phenyl]methylamino]-3,6,7,7a,8,9,10,11-octahydro-2H-oxazolo[2,3-j]quinolin-5-one